C(C)C1=NN2C(N=C(C=C2C)C)=C1CC1=CC=C(C=C1)/C=C/CN1CCN(CC1)C(=O)OC(C)(C)C tert-butyl (E)-4-(3-(4-((2-ethyl-5,7-dimethylpyrazolo[1,5-a]pyrimidin-yl)methyl)phenyl)allyl)piperazine-1-carboxylate